cis-8-dimethylamino-1-[(1-hydroxy-cyclobutyl)-methyl]-3-[(4-methoxyphenyl)-methyl]-8-phenyl-1,3-diazaspiro[4.5]decan-2-one CN(C1(CCC2(CN(C(N2CC2(CCC2)O)=O)CC2=CC=C(C=C2)OC)CC1)C1=CC=CC=C1)C